C(C=C)(=O)N1C(CCC1)C(=O)N 1-prop-2-enoyl-pyrrolidine-2-carboxamide